(2r,3s,4r,5s,6r)-2-(4-azidobenzyl)-6-(hydroxymethyl)tetrahydro-2H-pyran-3,4,5-triol N(=[N+]=[N-])C1=CC=C(C[C@H]2O[C@@H]([C@H]([C@@H]([C@@H]2O)O)O)CO)C=C1